NCC(COCC(C(CO)CC)O)(CC)CN (2,2-bis(aminomethyl)butoxymethyl)-2-ethylpropane-1,3-diol